COC1=C(C=CC(=C1)S(=O)(=O)[O-])O.[K+] The molecule is an organic potassium salt having 4-hydroxy-3-methoxybenzene-1-sulfonate as the counterion. Commonly used as an expectorant. It has a role as an expectorant. It is an organosulfonate salt and a potassium salt. It contains a 4-hydroxy-3-methoxybenzene-1-sulfonate.